2,3-bis(non-8-enoxy)propan-1-ol C(CCCCCCC=C)OC(CO)COCCCCCCCC=C